4-cyanobenzeneFormaldehyde C(#N)C1=CC=C(C=C1)C=O